BrC=1C=C(NC2(CCC3(CNC4=CC=CC=C34)CC2)C(=O)O)C=CC1 4-(3-bromoanilino)-1',2'-dihydrospiro[cyclohexane-1,3'-indole]-4-carboxylic acid